N-(2-(hexahydrocyclopenta[c]pyrrol-2(1H)-yl)-4-(trifluoromethyl)phenyl)-2-(4-iodo-1H-pyrazol-1-yl)-2-methylpropanamide C1N(CC2C1CCC2)C2=C(C=CC(=C2)C(F)(F)F)NC(C(C)(C)N2N=CC(=C2)I)=O